dimethyl-sulfonyl-3,3'-dichlorobenzidine lithium [Li].CS(=O)(=O)NC1=C(C(=C(C=C1)C1=CC(=C(N)C=C1)Cl)S(=O)(=O)C)Cl